N-[(1R)-1-(3,4-dimethoxyphenyl)ethyl]-2-methyl-5-[(1S,4S)-5-methyl-2,5-diazabicyclo[2.2.1]heptan-2-yl]benzamide COC=1C=C(C=CC1OC)[C@@H](C)NC(C1=C(C=CC(=C1)N1[C@@H]2CN([C@H](C1)C2)C)C)=O